4-(((7-bromo-2-chloro-8-fluoro-6-iodoquinazolin-4-yl)amino)methyl)pyrrolidin-2-one BrC1=C(C=C2C(=NC(=NC2=C1F)Cl)NCC1CC(NC1)=O)I